1,2-diacetoxy-3-formylbutane C(C)(=O)OCC(C(C)C=O)OC(C)=O